1-(ethylsulfonyl)azetidine-3-one C(C)S(=O)(=O)N1CC(C1)=O